5-(1-chloro-2,3,3-trifluoro-allyl)-4-methoxy-N,N-bis[(4-methoxyphenyl)methyl]pyrimidin-2-amine ClC(C(=C(F)F)F)C=1C(=NC(=NC1)N(CC1=CC=C(C=C1)OC)CC1=CC=C(C=C1)OC)OC